CC1=NN2C(N=C(C(=C2C)C[C@H]2CN(CC2)C=2C=NC(=NC2)C2=CC=C(CN3CCN(CC3)C(C)=O)C=C2)C)=N1 (R)-1-(4-(4-(5-(3-((2,5,7-trimethyl-[1,2,4]triazolo[1,5-a]pyrimidin-6-yl)methyl)pyrrolidin-1-yl)pyrimidin-2-yl)benzyl)piperazin-1-yl)ethanone